FC12CC(C1)(C2)CNCC=2C=CC=1N(C2)C=C(N1)CN1C=CC=2C(=CN=CC2C1=O)C1=CC=C(C(=O)N)C=C1 4-{7-[(6-([({3-fluorobicyclo[1.1.1]pentan-1-yl}methyl)amino]methyl)imidazo[1,2-a]pyridin-2-yl)methyl]-8-oxo-7,8-dihydro-2,7-naphthyridin-4-yl}benzamide